FC1=CC(=C2C=C(N(C2=C1F)CCNC1=CC(=NC=N1)C1=CC(=C(C(=O)O)C=C1)CC(C)C)C)OC 4-{6-[2-(6,7-Difluoro-4-methoxy-2-methyl-indol-1-yl)-ethylamino]-pyrimidin-4-yl}-2-isobutyl-benzoic acid